ClC1=NC=C(C(=C1)C1=C(C=NC(=C1)C)C(=O)NC=1SC2=C(N1)CCC(C2)NC2CC(C2)O)OC 2'-chloro-N-(6-(((1r,3r)-3-hydroxycyclobutyl)amino)-4,5,6,7-tetrahydrobenzo[d]thiazol-2-yl)-5'-methoxy-6-methyl-[4,4'-bipyridine]-3-carboxamide